C(O)C1(NCCC=2C3=CC=CC=C3NC12)CO (3S)-1,1-dimethylol-1,2,3,4-tetrahydro-β-carboline